NC1=NC(=NC(=C1)N)S 4,6-diamino-2-sulfhydryl-pyrimidine